6-(6-(3,8-diazabicyclo[3.2.1]octan-8-yl)pyridin-3-yl)-4-methoxypyrazolo[1,5-a]pyridine-3-carbonitrile C12CNCC(CC1)N2C2=CC=C(C=N2)C=2C=C(C=1N(C2)N=CC1C#N)OC